N1=CC=C(C=C1)N1C(CCCC1=O)=O pyridin-4-yl-piperidine-2,6-dione